4-(4-nitro-phenylazo)aniline 1,1,1,3,3,3-hexafluoropropan-2-yl-(R)-1-(2-(trifluoromethyl)-5,6,7,8-tetrahydroimidazo[1,2-a]pyrazine-7-carbonyl)-6-azaspiro[2.5]octane-6-carboxylate FC(C(C(F)(F)F)OC(=O)N1CCC2(C[C@H]2C(=O)N2CC=3N(CC2)C=C(N3)C(F)(F)F)CC1)(F)F.[N+](=O)([O-])C1=CC=C(C=C1)N=NC1=CC=C(N)C=C1